2-Chloro-4-(8-(4-(4-((4-(3-((2,6-dioxopiperidin-3-yl)amino)phenyl)-3-oxopiperazin-1-yl)meth-yl)piperidine-1-carbonyl)phenyl)-3-methyl-2,8-diazaspiro[4.5]decan-2-yl)benzonitrile ClC1=C(C#N)C=CC(=C1)N1CC2(CC1C)CCN(CC2)C2=CC=C(C=C2)C(=O)N2CCC(CC2)CN2CC(N(CC2)C2=CC(=CC=C2)NC2C(NC(CC2)=O)=O)=O